2-[3-ethylsulfonyl-2-[5-oxo-3-(trifluoromethyl)-7H-pyrrolo[3,4-b]pyridin-6-yl]pyrazolo[1,5-a]pyridin-6-yl]-2-methyl-propionitrile C(C)S(=O)(=O)C=1C(=NN2C1C=CC(=C2)C(C#N)(C)C)N2CC1=NC=C(C=C1C2=O)C(F)(F)F